C(#N)C1=C(OC2=CC=C3N=CC(=NC3=C2)[C@H]2COC3(C2)CCN(CC3)C(=O)OC(C)(C)C)C(=CC=C1NS(N(CCOC1OCCCC1)C)(=O)=O)F tert-butyl (3s)-3-[7-[2-cyano-6-fluoro-3-[[methyl(2-tetrahydropyran-2-yloxyethyl)sulfamoyl]amino]phenoxy]quinoxalin-2-yl]-1-oxa-8-azaspiro[4.5]decane-8-carboxylate